FC1CN(C1)CCC1=NC(=NC=C1)OC (2-(3-fluoroazetidin-1-yl)ethyl)-2-methoxypyrimidine